C[C@@H]1CN(CC(N1)=O)C1=CC=CC(=N1)C1=NC2=CC(=NC=C2C=C1)CNC(C1=CN=CC(=C1)S(=O)(=O)C)=O |r| (Racemic)-N-((2-(6-(3-methyl-5-oxopiperazin-1-yl)pyridin-2-yl)-1,6-naphthyridin-7-yl)methyl)-5-(methylsulfonyl)nicotinamide